[Fe].C1(CCCC1)P(C1=CC=CC=C1)C1=CC=CC=C1 cyclopentyl-(diphenyl)phosphane iron